3-[(4S)-4-cyclopropyl-2,5-dioxaimidazolidin-4-yl]propionic acid C1(CC1)[C@]1(NONO1)CCC(=O)O